N-(5-((3-fluoro-5-(2-hydroxypropan-2-yl)pyridin-2-yl)methoxy)-1,3,4-thiadiazol-2-yl)-4-(2-fluoro-6-methoxyphenyl)-6-methylpyridine-3-carboxamide FC=1C(=NC=C(C1)C(C)(C)O)COC1=NN=C(S1)NC(=O)C=1C=NC(=CC1C1=C(C=CC=C1OC)F)C